4-(2-isopropyl-pyrimidin-4-yl)-pyrrolidin-2-one C(C)(C)C1=NC=CC(=N1)C1CC(NC1)=O